N-Methyl-6-{4-methyl-3-[(3-phenylbutyl)carbamoyl]piperazin-1-yl}-1H-indazol-3-carboxamid CNC(=O)C1=NNC2=CC(=CC=C12)N1CC(N(CC1)C)C(NCCC(C)C1=CC=CC=C1)=O